ClC1=C(C=CC(=C1)C1=CN=CS1)C1=CC2=C(N=C(N=C2)NC2=CC=C(C=C2)N2CCN(CC2)C)N(C1=O)CC 6-[2-chloro-4-(1,3-thiazol-5-yl)phenyl]-8-ethyl-2-[4-(4-methylpiperazin-1-yl)anilino]pyrido[2,3-d]pyrimidin-7-one